(S)-6-([1,2,4]triazolo[1,5-a]pyrazin-2-yl)-7-fluoro-2-(4-((6-oxo-5-(trifluoromethyl)-1,6-dihydropyridazin-4-yl)amino)pentyl)isoquinolin-1(2H)-one N=1C(=NN2C1C=NC=C2)C=2C=C1C=CN(C(C1=CC2F)=O)CCC[C@H](C)NC=2C=NNC(C2C(F)(F)F)=O